ethyl-7-((1-(4-cyano-3-fluorophenyl)pyrrolidin-3-yl)amino)thieno[3,2-b]pyridine-6-carboxamide C(C)C1=CC2=NC=C(C(=C2S1)NC1CN(CC1)C1=CC(=C(C=C1)C#N)F)C(=O)N